4,6-dimethyl-2-methanesulfonylpyrimidine CC1=NC(=NC(=C1)C)S(=O)(=O)C